NC(C(=O)O)(CCCCB(O)O)CCN1CCCCC1 2-amino-6-borono-2-(2-(piperidin-1-yl)ethyl)hexanoic acid